(S and R)-2-(2-(2-oxabicyclo[3.1.1]heptan-4-yl)-2H-pyrazolo[3,4-b]pyrazin-6-yl)-3-methyl-5-(trifluoromethyl)phenol C12OC[C@H](C(C1)C2)N2N=C1N=C(C=NC1=C2)C2=C(C=C(C=C2C)C(F)(F)F)O |r|